CC1=NN2C(CN(C3=C(C=CC=C23)NC2=C(N=NC(=C2)NC2=NC=C(C=C2)F)C(=O)NC([2H])([2H])[2H])C)=N1 4-((2,5-dimethyl-4,5-dihydro-[1,2,4]triazolo[1,5-a]quinoxalin-6-yl)amino)-6-((5-fluoropyridin-2-yl)amino)-N-(methyl-d3)pyridazine-3-carboxamide